C(C)(C)(C)OC(=O)N1C(CCC1)C=1C=C(C=C2CCN(CC12)C(=O)C1=NN(C(=C1)C)C)C=1C=C2C(=NC1)NC=C2C 2-[2-(1,5-dimethyl-1H-pyrazole-3-carbonyl)-6-(3-methyl-1H-pyrrolo[2,3-b]pyridin-5-yl)-1,2,3,4-tetrahydroisoquinolin-8-yl]pyrrolidine-1-carboxylic acid tert-butyl ester